8-[1-(tetrahydro-2H-pyran-2-yl)-1H-pyrazol-5-yl]-4-[1-(2,2,2-trifluoroethyl)-1H-pyrazol-5-yl]-1,7-naphthyridine O1C(CCCC1)N1N=CC=C1C=1N=CC=C2C(=CC=NC12)C1=CC=NN1CC(F)(F)F